4-[4-(difluoromethyl)-1H-pyrrolo[3,2-c]pyridin-3-yl]-2-methyl-6-{[(1r,4r)-4-(trifluoromethyl)cyclohexyl]oxy}pyrimidine FC(C1=NC=CC2=C1C(=CN2)C2=NC(=NC(=C2)OC2CCC(CC2)C(F)(F)F)C)F